tert-butyl 2-(4-((3-((tert-butoxycarbonyl)amino)propyl)amino)-6-(4-methoxyphenyl)pyridin-2-yl)-4,6-dihydropyrrolo[3,4-c]pyrazole-5(2H)-carboxylate C(C)(C)(C)OC(=O)NCCCNC1=CC(=NC(=C1)C1=CC=C(C=C1)OC)N1N=C2C(=C1)CN(C2)C(=O)OC(C)(C)C